phenoxyacetophenone oxime O(C1=CC=CC=C1)CC(C1=CC=CC=C1)=NO